(S)-3-(2-(azepan-3-ylamino)-5-(trifluoromethyl)pyrimidin-4-yl)-1H-indole-6-carbonitrile N1C[C@H](CCCC1)NC1=NC=C(C(=N1)C1=CNC2=CC(=CC=C12)C#N)C(F)(F)F